CCC=CCCC=C(C)C 1,7-dimethyl-2,6-octadien